(3R)-3-methyl-4-(6-methyl-7-(1-methyl-1H-pyrazol-4-yl)-2-(1H-pyrazol-3-yl)-6,7,8,9-tetrahydro-2H-1,2,3,7-tetraazabenzo[cd]azulen-4-yl)morpholine C[C@H]1N(CCOC1)C=1C=C2C3=C(N(N=C3CCN(C2C)C=2C=NN(C2)C)C2=NNC=C2)N1